2-(4-cyano-6-cyclopropyl-3-fluoro-2-isopropylphenyl)-N-(3-fluoro-5-(2-hydroxypropan-2-yl)thiophen-2-ylsulfonimidoyl)acetamide C(#N)C1=C(C(=C(C(=C1)C1CC1)CC(=O)NS(=O)(=N)C=1SC(=CC1F)C(C)(C)O)C(C)C)F